ClCOCCl chloro(chloromethoxy)methane